3-(triethoxysilyl)propan isocyanate [N-]=C=O.C(C)O[Si](CCC)(OCC)OCC